NC1CCC(CC1)CN1C(=NC=2C1=C(N=NC2N)\C=C\C(C)C)CCCC 1-(((1r,4r)-4-aminocyclohexyl)methyl)-2-butyl-7-((E)-3-methylbut-1-en-1-yl)-1H-imidazo[4,5-d]pyridazin-4-amine